CC=1C(N2[C@H]([C@H](CCC2=CC1)NS(=O)(=O)C)COC1CCC(CC1)C#CC(C)C)=O |r| rac-N-[(3S,4R)-7-methyl-4-({[(1s,4S)-4-(3-methylbut-1-yn-1-yl)cyclohexyl]oxy}methyl)-6-oxo-1,3,4,6-tetrahydro-2H-quinolizin-3-yl]methanesulfonamide